N-(7-bromo-5-chloro-1-((2-(trimethylsilyl)ethoxy)methyl)-1H-pyrazolo[4,3-b]pyridin-3-yl)-N-(methylsulfonyl)methanesulfonamide rubidium [Rb].BrC1=C2C(=NC(=C1)Cl)C(=NN2COCC[Si](C)(C)C)N(S(=O)(=O)C)S(=O)(=O)C